3,5-Dimethyl-1-propargyl-1H-pyrazole CC1=NN(C(=C1)C)CC#C